Ethyl 2-((4-methoxyphenethyl)amino)pyrimidine-5-carboxylate COC1=CC=C(CCNC2=NC=C(C=N2)C(=O)OCC)C=C1